2-(4-(benzyloxy)-6-fluoro-1H-indol-3-yl)ethan-1-amine C(C1=CC=CC=C1)OC1=C2C(=CNC2=CC(=C1)F)CCN